NC1=C2C(=NC=N1)N(N=C2I)C2CN(C2)C(\C=C\CN(C)C)=O (E)-1-(3-(4-amino-3-iodo-1H-pyrazolo[3,4-d]pyrimidin-1-yl)azetidine-1-yl)-4-(dimethylamino)but-2-en-1-one